3-bromo-6-methyl-5-(trifluoromethyl)pyridin-2-ol BrC=1C(=NC(=C(C1)C(F)(F)F)C)O